tert-butyl 4-(2-((6-(trifluoromethyl)quinolin-2-yl)amino)-1H-benzo[d]imidazol-6-yl)piperidine-1-carboxylate FC(C=1C=C2C=CC(=NC2=CC1)NC1=NC2=C(N1)C=C(C=C2)C2CCN(CC2)C(=O)OC(C)(C)C)(F)F